2,2-Dichloroacetate ClC(C(=O)[O-])Cl